BrC1=CC(=CC2=C1N=C(OC2=O)CC)C 8-bromo-2-ethyl-6-methyl-4H-benzo[d][1,3]oxazin-4-one